tert-butyl (2S,4R)-4-((3-iodopyrazolo[1,5-a]pyridin-5-yl)methyl)-2-methylpiperidine-1-carboxylate IC=1C=NN2C1C=C(C=C2)C[C@H]2C[C@@H](N(CC2)C(=O)OC(C)(C)C)C